ClC=1C=C(C=CC1Cl)N1N=C(C(C1)C)NC(CCCNC(=O)N1CCN(CC1)CC1CCNCC1)=O N-(4-((1-(3,4-dichlorophenyl)-4-methyl-4,5-dihydro-1H-pyrazol-3-yl)amino)-4-oxobutyl)-4-(piperidin-4-ylmethyl)piperazine-1-carboxamide